6-(1-(3,3-difluorocyclobutyl)-4-(4-fluoro-phenyl)-1H-imidazol-5-yl)imidazo[1,2-b]pyridazine-3-carbonitrile FC1(CC(C1)N1C=NC(=C1C=1C=CC=2N(N1)C(=CN2)C#N)C2=CC=C(C=C2)F)F